4-bromo-5-(cyclopropoxy)-2-nitro-benzoate BrC1=CC(=C(C(=O)[O-])C=C1OC1CC1)[N+](=O)[O-]